3-(1H-pyrazol-4-yl)pyridine-2-carbonitrile N1N=CC(=C1)C=1C(=NC=CC1)C#N